Cl.CNC1=NC(=NN1C1=CC=C(C=C1)OC(F)(F)F)C1=CC=C(C=C1)NC(OC1=CC=C(C=C1)[N+](=O)[O-])=O (4-Nitrophenyl) N-[4-[5-(methylamino)-1-[4-(trifluoromethoxy)phenyl]-1,2,4-triazol-3-yl]phenyl]carbamat Hydrochloride